FC1=C(C(=CC=C1)F)CN1C=NN(C1=O)C=1C=C(C(=NC1)OC1=C(N=C(S1)C(=O)OC)C)F methyl 5-[[5-[4-[(2,6-difluorophenyl) methyl]-5-oxo-1,2,4-triazol-1-yl]-3-fluoro-2-pyridyl] oxy]-4-methyl-thiazole-2-carboxylate